7-(2-Aminoethyl)-5-methoxyquinolin-2(1H)-one trifluoroacetate FC(C(=O)O)(F)F.NCCC1=CC(=C2C=CC(NC2=C1)=O)OC